1,3,5-tris-(N-phenyl-imidazol-2-yl)benzene C1(=CC=CC=C1)N1C(=NC=C1)C1=CC(=CC(=C1)C=1N(C=CN1)C1=CC=CC=C1)C=1N(C=CN1)C1=CC=CC=C1